ClC1=C(C(=C2N1CCN(C2)C(=O)NCCCC(F)(F)F)C(=O)N)C2=CC(=CC=C2)F 6-chloro-7-(3-fluorophenyl)-N2-(4,4,4-trifluorobutyl)-3,4-dihydropyrrolo[1,2-a]pyrazine-2,8(1H)-dicarboxamide